CC1=CC=C(C=C1)C(C(=O)O)CC(=O)O 2-(p-methylphenyl)butanedioic acid